C(C)(C)(C)C1N(CC2=CC(=CC=C12)C(C(F)(F)F)O)C(=O)OC[C@H]1OC2=C([C@@H]1C)C1=C(N=C(S1)C1=C3N=CC(=NC3=CC(=C1)C)OCC)C=C2F ((7S,8S)-2-(2-ethoxy-7-methylquinoxalin-5-yl)-5-fluoro-8-methyl-7,8-dihydrobenzofuro[5,4-d]thiazol-7-yl)methanol tert-Butyl-5-(2,2,2-trifluoro-1-hydroxyethyl)isoindoline-2-carboxylate